N-((1S,4R,6R)-2-(3-fluoro-2-(pyrimidin-2-yl)benzoyl)-2-azabicyclo[2.2.1]heptan-6-yl)-N-(5-(trifluoromethyl)pyridin-2-yl)acetamide FC=1C(=C(C(=O)N2[C@@H]3[C@@H](C[C@H](C2)C3)N(C(C)=O)C3=NC=C(C=C3)C(F)(F)F)C=CC1)C1=NC=CC=N1